C(C)(C)C1=C(N[Li])C(=CC=C1)C(C)C 2,6-diisopropylanilinolithium